COC=1C=C(C=CC1OCC=1C=NN(C1)CC)NC=1C=C2N=C(C=NC2=CC1)N1CCOCC1 6-((3-methoxy-4-((1-ethyl-1H-pyrazol-4-yl)methoxy)phenyl)amino)-3-morpholino-quinoxaline